1-CBZ-3-piperidinecarbaldehyde C(=O)(OCC1=CC=CC=C1)N1CC(CCC1)C=O